2-(2-(4-(3-(3-(3-hydroxypyrrolidin-1-yl)propanamido)-2-methylphenyl)indoline-1-carbonyl)-6,7-dihydrooxazolo[5,4-c]pyridin-5(4H)-yl)acetic acid OC1CN(CC1)CCC(=O)NC=1C(=C(C=CC1)C1=C2CCN(C2=CC=C1)C(=O)C=1OC=2CN(CCC2N1)CC(=O)O)C